chromium-zinc-oxide [O-2].[Zn+2].[Cr+3]